N2,N5-dicyclohexyl-4-methoxypyridine-2,5-diamine C1(CCCCC1)NC1=NC=C(C(=C1)OC)NC1CCCCC1